COC1=NC(=NN2C1=C(C=C2)C=2C=CC1=C(N(N=N1)C)C2)N[C@H]2C[C@H](C2)OCCO 2-(cis-3-((4-Methoxy-5-(1-methyl-1H-benzo[d][1,2,3]triazol-6-yl)pyrrolo[2,1-f][1,2,4]triazin-2-yl)amino)cyclobutoxy)ethan-1-ol